(2R)-2-[[4-(2-chloro-4-fluoro-phenyl)-7-quinolyl]oxy]-1-[3-(1-hydroxycyclopropyl)-1-piperidyl]propan-1-one ClC1=C(C=CC(=C1)F)C1=CC=NC2=CC(=CC=C12)O[C@@H](C(=O)N1CC(CCC1)C1(CC1)O)C